C(C)(C)(C)OC(=O)N1CC(CCC1)C(C)(C)N(C)C 3-(2-(dimethylamino)propan-2-yl)piperidine-1-carboxylic acid tert-butyl ester